3-acetyl-D-glucopyranose C(C)(=O)[C@]1([C@H](C(O)O[C@@H]([C@H]1O)CO)O)O